C(C)OCOC1=C(C2=CC=CC=C2C=C1)CC1=C(C=CC2=CC=CC=C12)OCC1CCNCC1 4-{[(1-{[2-(ethoxymethoxy)naphthalen-1-yl]methyl}naphthalen-2-yl)oxy]methyl}piperidin